BrC1=C(C=CC=C1)C(C)(C)Cl 1-bromo-2-(1-chloro-1-methylethyl)benzene